tert-butyl 4-(((4'-((S,Z)-1-fluoro-4-hydroxy-3-(2-((S)-1-hydroxyethyl)-1H-imidazol-1-yl) but-1-en-1-yl)-[1,1'-biphenyl]-4-yl) oxy) methyl)-2,2-dimethyloxazolidine-3-carboxylate F\C(=C/[C@@H](CO)N1C(=NC=C1)[C@H](C)O)\C1=CC=C(C=C1)C1=CC=C(C=C1)OCC1N(C(OC1)(C)C)C(=O)OC(C)(C)C